(2S,4R)-1-acetyl-N-[(S) or (R)-(4-cyclobutyl-3-fluorophenyl)(phenyl)methyl]-4-fluoropyrrolidine-2-carboxamide C(C)(=O)N1[C@@H](C[C@H](C1)F)C(=O)N[C@@H](C1=CC=CC=C1)C1=CC(=C(C=C1)C1CCC1)F |o1:12|